FC1=CC=C(OCCCC(=O)NCC(=O)N2[C@@H](C[C@H](C2)S(=O)(=O)C)C(=O)O)C=C1 (2S,4R)-1-((4-(4-fluorophenoxy)butanoyl)glycyl)-4-(methylsulfonyl)pyrrolidine-2-carboxylic acid